C1(=CC=CC=C1)C=1C(N(C(C1C1=CC=CC=C1)=O)CCC)=O 3,4-Diphenyl-1-propylpyrrole-2,5-dione